4-bromo-7-(bromomethyl)-1H,3H-furo[3,4-c]quinoline BrC1=NC=2C=C(C=CC2C2=C1COC2)CBr